BrC1=CN(C=2N=CN=C(C21)NCC2=C(C=C(C=C2)OC)OC)[C@@H]2O[C@@H]([C@@H]1[C@H]2OC(O1)(C)C)C(=O)NC1CCN(CC1)C (3aS,4S,6R,6aR)-6-(5-bromo-4-((2,4-dimethoxybenzyl)amino)-7H-pyrrolo[2,3-d]pyrimidin-7-yl)-2,2-dimethyl-N-(1-methylpiperidin-4-yl)tetrahydrofuro[3,4-d][1,3]dioxole-4-carboxamide